C(C)(C)(C)OC(=O)N1C[C@H]([C@@H](CC1)NC1=CC=C(C=C1)F)O (3R,4R)-4-(4-fluoroanilino)-3-hydroxy-piperidine-1-carboxylic acid tert-butyl ester